FC1=C(C(=O)N2[C@@H](CN(C[C@H]2C)C(=O)C2=C(C=C(C=C2)C)F)C)C=CC(=C1)OC ((3R,5R)-4-(2-fluoro-4-methoxybenzoyl)-3,5-dimethylpiperazin-1-yl)(2-fluoro-4-methylphenyl)methanone